3-((4-(cyclopropylamino)-5-fluoropyrimidin-2-yl)oxy)pyrrolidin C1(CC1)NC1=NC(=NC=C1F)OC1CNCC1